SCCSC(CSCC(SCCS)S)S 1-(2-sulfanylethylsulfanyl)-2-[2-sulfanyl-2-(2-sulfanylethylsulfanyl)ethyl]sulfanylethanethiol